N-[(2,4-dimethoxyphenyl)methyl]-5-oxo-tetrahydrofuran-2-carboxamide COC1=C(C=CC(=C1)OC)CNC(=O)C1OC(CC1)=O